tert-Butyl N-tert-butoxycarbonyl-N-[4-chloro-6-(2-isobutyl-6-methyl-phenyl)-5-methyl-pyrimidin-2-yl]carbamate C(C)(C)(C)OC(=O)N(C(OC(C)(C)C)=O)C1=NC(=C(C(=N1)Cl)C)C1=C(C=CC=C1C)CC(C)C